5-(N-(3-(dimethylphosphoryl)phenethyl)sulfamoyl)-3-methylbenzofuran-2-carboxylic acid ethyl ester C(C)OC(=O)C=1OC2=C(C1C)C=C(C=C2)S(NCCC2=CC(=CC=C2)P(=O)(C)C)(=O)=O